C1(CC1)C=1C(=NN2C1C(NC(=C2)C2=CC1=CC=CC=C1C=C2)=O)C(=O)OCC ethyl 3-cyclopropyl-6-(naphthalen-2-yl)-4-oxo-4,5-dihydropyrazolo[1,5-a]pyrazine-2-carboxylate